3,5-dimethyladamantan-1-ol CC12CC3(CC(CC(C1)(C3)C)C2)O